ethyl α-fluoro(phenylthio)acetate FC(C(=O)OCC)SC1=CC=CC=C1